3-oxotetrahydro-2H-thiopyran-2-carboxylic acid ethyl ester C(C)OC(=O)C1SCCCC1=O